2-methylhexane-2,5-diol CC(C)(CCC(C)O)O